FC1=C(C=C(C=C1C=1C(=NN(C1C)C)C)OCC1(COC1)C)C1=C2C(=NC=C1)N=CN2 7-(2-fluoro-5-((3-methyloxetan-3-yl)methoxy)-3-(1,3,5-trimethyl-1H-pyrazol-4-yl)phenyl)-1H-imidazo[4,5-b]pyridine